N-(β-aminoethyl)aminopropyl-Methyldiethoxysilane 3-ethoxypropyl-acrylate C(C)OCCCOC(C=C)=O.NCCNCCC[Si](OCC)(OCC)C